3-methyl-4-(p-tolyl)tricyclo[4.2.1.02,5]non-3,7-diene CC=1C2C3C=CC(C2C1C1=CC=C(C=C1)C)C3